OC1=NN(C=C1)C1=C(C=CC=C1)C 3-hydroxy-N-(2-tolyl)pyrazole